samarium dihydrogen phosphate P(=O)(O)(O)[O-].[Sm+3].P(=O)(O)(O)[O-].P(=O)(O)(O)[O-]